methyl-N-(1-methylcyclopropyl)-5-[2-(oxetan-4-yl)-5,6,7,8-tetrahydro-1,6-naphthyridine-6-carbonyl]furo[2,3-d]pyrimidin-4-amine CC=1N=C(C2=C(N1)OC=C2C(=O)N2CC=1C=CC(=NC1CC2)C2CCO2)NC2(CC2)C